FC1=CC=C(CNC=2C(C(C2NCC2=CC=C(C=C2)C2=NOC(=N2)C(F)(F)F)=O)=O)C=C1 3-((4-fluorobenzyl)amino)-4-((4-(5-(trifluoromethyl)-1,2,4-oxadiazol-3-yl)benzyl)amino)cyclobut-3-ene-1,2-dione